C(CCCCCCCCCCCCCCCCCCC=CCCCCCCC)(=O)O 20-octacosenoic acid